N1=CC=C2N1C(=CC=N2)CO Pyrazolo[1,5-a]Pyrimidin-7-yl-methanol